NCCCCN(C1=C2CN(C(C2=CC=C1)=O)C1C(NC(CC1)=O)=O)CCCCCCO 3-(4-((4-aminobutyl)(6-hydroxyhexyl)amino)-1-oxoisoindolin-2-yl)piperidine-2,6-dione